N-[6-(5-chloro-1,3-benzoxazol-2-yl)spiro[3.3]heptan-2-yl]-1-(cyclobutanecarbonyl)pyrrolidine-3-carboxamide ClC=1C=CC2=C(N=C(O2)C2CC3(CC(C3)NC(=O)C3CN(CC3)C(=O)C3CCC3)C2)C1